ClC1=C(C(=O)N2CCN(CC2)C(=O)NCCNC(OC(C)(C)C)=O)C=CC(=C1)NC(=O)C=1N(C(=CN1)C1=C(C(=C(C=C1)OCC#N)F)F)C tert-butyl (2-(4-(2-chloro-4-(5-(4-(cyanomethoxy)-2,3-difluorophenyl)-1-methyl-1H-imidazole-2-carboxamido)benzoyl)piperazine-1-carboxamido)ethyl)carbamate